FC(C1=C(C(C=O)=CC=C1)O)(F)F 3-[trifluoromethyl]salicylaldehyde